3-(4-methylthiazol-5-yl)-6-(2-phenoxyethoxy)-2-(pyridin-3-yl)-1H-inden-1-one CC=1N=CSC1C1=C(C(C2=CC(=CC=C12)OCCOC1=CC=CC=C1)=O)C=1C=NC=CC1